7-fluorospiro[chroman-2,1'-cyclopropan]-4-one FC1=CC=C2C(CC3(CC3)OC2=C1)=O